1-(7-(7-(3-chloro-2-cyclopropyl-5-hydroxyphenyl)-6-fluoro-2-(((2R,7aS)-2-fluorotetrahydro-1H-pyrrolizin-7a(5H)-yl)methoxy)quinazolin-4-yl)-4,7-diazaspiro[2.5]octan-4-yl)prop-2-en-1-one ClC=1C(=C(C=C(C1)O)C1=C(C=C2C(=NC(=NC2=C1)OC[C@]12CCCN2C[C@@H](C1)F)N1CCN(C2(CC2)C1)C(C=C)=O)F)C1CC1